C(C)(C)(C)OC(=O)N1C[C@@H](NCC1)CO.C(C)(C)(C)O[SiH](NC(C)CC)OC(C)(C)C di-tert-butoxy(sec-butylamino)silane tert-butyl-(R)-3-(hydroxymethyl)piperazine-1-carboxylate